butyl-N-methyl-N-(3-oxocyclobutyl)carbamate C(CCC)OC(N(C1CC(C1)=O)C)=O